C(C)(C)C1CCC(C(C1)O)C 5-ISOPROPYL-2-METHYLCYCLOHEXAN-1-OL